(E)-5-(4-isopropyl-3-methoxyphenylvinyl)pyrimidine C(C)(C)C1=C(C=C(C=C1)/C=C/C=1C=NC=NC1)OC